5-{3-fluoro-4-[4-({[2-fluoro-5-(trifluoromethoxy)phenyl]methyl}carbamoyl)-1H-1,2,3-triazol-1-yl]butyl}-N-{[5-(trifluoromethyl)pyridin-2-yl]methyl}-1,3,4-thiadiazole-2-carboxamide FC(CCC1=NN=C(S1)C(=O)NCC1=NC=C(C=C1)C(F)(F)F)CN1N=NC(=C1)C(NCC1=C(C=CC(=C1)OC(F)(F)F)F)=O